2-[3-[(1R)-1-[(6-bromo-8-methyl-7-oxo-pyrido[2,3-d]pyrimidin-4-yl)amino]ethyl]phenyl]-2,2-difluoro-acetonitrile BrC1=CC2=C(N=CN=C2N[C@H](C)C=2C=C(C=CC2)C(C#N)(F)F)N(C1=O)C